C(C)(C)(C)OC(NC1=C(C=C(C=C1)C=O)C)=O (4-FORMYL-2-METHYL-PHENYL)-CARBAMIC ACID TERT-BUTYL ESTER